(R)-7-(methylamino)-5,6,7,8-tetrahydroimidazo[1,2-a]pyridin-2-glycolate CN[C@H]1CC=2N(CC1)C=C(N2)C(C(=O)[O-])O